OC1=C(OC2=CC(=CC(=C2C1=O)O)O)C1=CC=C(C=C1)O 3,5,7-trihydroxy-2-(4-hydroxyphenyl)chromen-4-one